8-cyclopentyl-5,7-dimethyl-6-oxo-5,6,7,8-tetrahydropterin C1(CCCC1)N1C(C(N(C=2C(NC(=NC12)N)=O)C)=O)C